CC1=NN2C(C=CC(=C2)C=2C=CC(=C(C2)O)C2=CN=C(N=N2)N2C[C@@H](NCC2)C(C)C)=N1 5-(2-methyl[1,2,4]triazolo[1,5-a]pyridin-6-yl)-2-{3-[(3S)-3-(propan-2-yl)piperazin-1-yl]-1,2,4-triazin-6-yl}phenol